NCC#CC1=CC=C(O1)C#CCCNC(C[C@H]1C=2N(C3=C(C(=N1)C1=CC=C(C=C1)Cl)C(=C(S3)C)C)C(=NN2)C)=O (S)-N-(4-(5-(3-aminoprop-1-yn-1-yl)furan-2-yl)but-3-yn-1-yl)-2-(4-(4-chlorophenyl)-2,3,9-trimethyl-6H-thieno[3,2-f][1,2,4]triazolo[4,3-a][1,4]diazepin-6-yl)acetamide